4-(4-((2-((N-ethylsulfamoyl)amino)pyridin-4-yl)methyl)piperazin-1-yl)-2-fluoro-N-methylbenzamide C(C)NS(=O)(=O)NC1=NC=CC(=C1)CN1CCN(CC1)C1=CC(=C(C(=O)NC)C=C1)F